1-[2-methyl-5-[[2-(trifluoromethyl)-3-pyridyl]methoxy]benzofuran-3-yl]cyclopropanamine CC=1OC2=C(C1C1(CC1)N)C=C(C=C2)OCC=2C(=NC=CC2)C(F)(F)F